[N-[4-amino-5-(4-methoxybenzoyl)thiazol-2-yl]-4-(difluoromethyl)anilino]propanamide NC=1N=C(SC1C(C1=CC=C(C=C1)OC)=O)N(C1=CC=C(C=C1)C(F)F)C(C(=O)N)C